Bis(3,5-di-n-propyl-4-hydroxyphenyl) sulfide C(CC)C=1C=C(C=C(C1O)CCC)SC1=CC(=C(C(=C1)CCC)O)CCC